3-[8-amino-1-(2-phenyl-7-quinolinyl)-3-imidazo[1,5-a]pyrazinyl]-1-methyl-1-cyclobutanol NC=1C=2N(C=CN1)C(=NC2C2=CC=C1C=CC(=NC1=C2)C2=CC=CC=C2)C2CC(C2)(O)C